(S)-N-(1-(azetidin-1-ylmethyl)cyclopropyl)-2-fluoro-2-phenylpropanamide N1(CCC1)CC1(CC1)NC([C@](C)(C1=CC=CC=C1)F)=O